tert-butyl (4-(6-hydroxypyrrolo[2,1-f][1,2,4]triazin-4-yl)-2-methylbenzyl)carbamate OC=1C=C2C(=NC=NN2C1)C1=CC(=C(CNC(OC(C)(C)C)=O)C=C1)C